CN1C(CCC2=CC(=CC=C12)C=1C=C(C=NC1)C1(COC1)NC(CC)=O)=O N-{3-[5-(1-Methyl-2-oxo-1,2,3,4-tetrahydro-quinolin-6-yl)-pyridin-3-yl]-oxetan-3-yl}-propionamide